C1(CCCC1)OC1=C(OCCCCCCCN2CCC(CC2)C2=C3CN(C(C3=CC(=C2)F)=O)C2C(NC(CC2)=O)=O)C=CC(=C1)N1CC2=C(C1=O)C=CS2 3-(4-(1-(7-(2-(cyclopentyloxy)-4-(4-oxo-4,6-dihydro-5H-thieno[2,3-c]pyrrol-5-yl)phenoxy)heptyl)piperidin-4-yl)-6-fluoro-1-oxoisoindolin-2-yl)piperidine-2,6-dione